C1(CCCCC1)CC1CCCCC1 cis,cis-dicyclohexylmethane